4-((2S,3R,5R)-3-(3,4-difluoro-2-methoxyphenyl)-5-(1,1-difluoroethyl)-5-methyltetrahydrofuran-2-carboxamido)picolinamide FC=1C(=C(C=CC1F)[C@@H]1[C@H](O[C@@](C1)(C)C(C)(F)F)C(=O)NC1=CC(=NC=C1)C(=O)N)OC